ClC=1C=C2C[C@H](COC2=CC1)C(=O)C1=CN(C2=CC(=CC=C12)C=1C(=NNC1)OC)CCO (R)-(6-Chlorochroman-3-yl)(1-(2-hydroxyethyl)-6-(3-methoxy-1H-pyrazol-4-yl)-1H-indol-3-yl)methanone